C1(=CC=CC=C1)C1=C(N=C2N1C=CC(=C2)CO)C2=NC=CC=C2 (3-phenyl-2-(pyridin-2-yl)imidazo[1,2-a]pyridin-7-yl)methanol